(2-chloro-4-fluoro-3-((5-fluoro-3-(fluoromethyl)-4-oxo-3,4-dihydro-quinazolin-6-yl)amino)phenyl)pyrrolidine-1-sulfonamide trifluoroacetate FC(C(=O)O)(F)F.ClC1=C(C=CC(=C1NC=1C(=C2C(N(C=NC2=CC1)CF)=O)F)F)C1N(CCC1)S(=O)(=O)N